[Co+2].[Na+].[O-]P([O-])(=O)OP(=O)([O-])O pyrophosphate sodium cobalt